C(C)(C)NC(O[C@H]1C[C@H](CC1)C=1NN=C(C1)NC1=NC=CC(=C1)COC1=C(C(=CC=C1)O)C=O)=O (1R,3S)-3-(5-{[4-(2-formyl-3-hydroxyphenoxymethyl)pyridin-2-yl]amino}-2H-pyrazol-3-yl)cyclopentyl N-isopropylcarbamate